2-PIPERAZIN-1-YL-5-TRIFLUOROMETHYLBENZALDEHYDE N1(CCNCC1)C1=C(C=O)C=C(C=C1)C(F)(F)F